N-(4-vinyl-pyrazolo[1,5-a]pyridin-5-yl)benzamide lutetium [Lu].C(=C)C=1C=2N(C=CC1NC(C1=CC=CC=C1)=O)N=CC2